C(C)(=O)N1CCC(CC1)N1CC2=C(CC1)N(C(=N2)C(=O)NC2=C(C(=CC=C2)C2=C(C(=NC=C2)Cl)Cl)Cl)C 5-(1-acetylpiperidin-4-yl)-N-(2-chloro-3-(2,3-dichloropyridin-4-yl)phenyl)-1-methyl-4,5,6,7-tetrahydro-1H-imidazo[4,5-c]pyridine-2-carboxamide